COC1=CC=C(CN(C2=CC(=NC(=C2)Br)C(CO)(F)F)CC2=CC=C(C=C2)OC)C=C1 2-(4-(Bis(4-methoxybenzyl)amino)-6-bromopyridin-2-yl)-2,2-difluoroethan-1-ol